methyl 17-amino-3,6,9,12,15-pentaoxaheptadecanoate NCCOCCOCCOCCOCCOCC(=O)OC